COCCOC1(CCC(CC1)C12CC(CC(CC1)N2)C(=O)N)C(F)(F)F [(1r,4r)-4-(2-methoxyethoxy)-4-(trifluoromethyl)cyclohexyl]-8-azabicyclo[3.2.1]octane-3-carboxamide